2-(1,4-oxazepan-4-yl)ethane O1CCN(CCC1)CC